(2,3-dihydro-1H-inden-5-yl)boronic acid C1CCC2=CC(=CC=C12)B(O)O